6-(difluoromethyl)-N-[2-[4-(hydroxymethyl)cyclohexyl]-5-(1-hydroxy-1-methyl-ethyl)-1,3-benzothiazol-6-yl]pyridine-2-carboxamide FC(C1=CC=CC(=N1)C(=O)NC1=CC2=C(N=C(S2)C2CCC(CC2)CO)C=C1C(C)(C)O)F